(E)-N-(2,6-difluoro-4-(8-(1,4,6-trimethyl-1H-benzo[d]imidazol-5-yl)indolizine-3-carbonyl)phenyl)-4-(((1r,4r)-4-methoxycyclohexyl)amino)but-2-enamide FC1=C(C(=CC(=C1)C(=O)C1=CC=C2C(=CC=CN12)C1=C(C2=C(N(C=N2)C)C=C1C)C)F)NC(\C=C\CNC1CCC(CC1)OC)=O